C(C#C)OC1=CC=C(C[C@H](N)C(=O)O)C=C1 O-Propargyl-Tyrosine